[1-(cyclohexylmethyl)-2,3-dihydroxy-5-methylhexyl]-alpha-[[2-[[(4-methyl-1-piperazinyl)sulfonyl]methyl]-1-oxo-3-phenylpropyl]-amino]-4-thiazolepropanamide C1(CCCCC1)CC(C(C(CC(C)C)O)O)C=1SC=C(N1)CC(C(=O)N)NC(C(CC1=CC=CC=C1)CS(=O)(=O)N1CCN(CC1)C)=O